CN1C(=NN=C1)CC(C)C=1C=C(N)C=CC1 3-(1-(4-methyl-4H-1,2,4-triazol-3-yl)propan-2-yl)aniline